C(C)(CC)N secondary-Butylamine